Cis-N-(3-Chloro-4-fluorophenyl)-5-(5-(4-fluorophenyl)thiazol-2-yl)-2-methyl-1,2,6-thiadiazinane-3-carboxamide 1,1-dioxide ClC=1C=C(C=CC1F)NC(=O)[C@@H]1N(S(N[C@@H](C1)C=1SC(=CN1)C1=CC=C(C=C1)F)(=O)=O)C